1-(5-nitro-2-chloropyridin-4-yl)-3-(3-(difluoromethyl)isothiazol-5-yl)urea [N+](=O)([O-])C=1C(=CC(=NC1)Cl)NC(=O)NC1=CC(=NS1)C(F)F